N-(t-butyloxycarbonyl)-4-piperidone C(C)(C)(C)OC(=O)N1CCC(CC1)=O